FC1=CC(=C(C=C1C1=CC=C(C=C1)N1CCNCC1)NC(=O)C1=CNC(C=C1C(F)(F)F)=O)N1C[C@H](N([C@H](C1)C)C)C N-[4-fluoro-5-(4-piperazin-1-ylphenyl)-2-[(3R,5S)-3,4,5-trimethylpiperazin-1-yl]phenyl]-6-oxo-4-(trifluoromethyl)-1H-pyridine-3-carboxamide